C(C)(=O)OCC\C=C\CC\C=C/CCCCCC (E,Z)-3,7-Tetradecadienyl acetate